C(C1=CC=CC=C1)C=1C=C2C(N(C(=NC2=CC1)C(CCC)N1CCN(CCC1)C)CC)=O 6-benzyl-3-ethyl-2-(1-(4-methyl-1,4-diazepan-1-yl)butyl)quinazolin-4(3H)-one